NC=1N2C(C=3N=CN(C3N1)CCN1CCN(CC1)C1=C(C=C(OC(C(=O)O)(C)C)C=C1)F)=NC(=N2)C#CC 2-(4-(4-(2-(5-amino-8-(prop-1-yn-1-yl)-3H-[1,2,4]triazolo[5,1-i]purin-3-yl)ethyl)piperazin-1-yl)-3-fluorophenoxy)-2-methylpropanoic acid